C1(CCC1)C(=O)N1[C@H]([C@H](CC1)NS(=O)(=O)C)CC=1C=C(C=CC1)C1=CC(=CC(=C1)F)F N-((2S,3S)-1-(cyclobutylcarbonyl)-2-((3',5'-difluorobiphenyl-3-yl)methyl)pyrrolidin-3-yl)methanesulfonamide